N(C(=N)N)CCC[C@@H](C(=O)O)NC([C@H](C(C)C)NC(CC[C@@H](C)[C@H]1CC[C@H]2[C@@H]3CC[C@@H]4C[C@@H](CC[C@@]4([C@H]3CC[C@]12C)C)O)=O)=O (S)-5-guanidino-2-((S)-2-((R)-4-((3R,5R,8R,9S,10S,13R,14S,17R)-3-hydroxy-10,13-dimethyl-hexadecahydro-1H-cyclopenta[a]phenanthren-17-yl)pentanamido)-3-methylbutanamido)pentanoic acid